(1H-indol-3-yl)-5-methylpyrimidine-2-amine N1C=C(C2=CC=CC=C12)C1=NC(=NC=C1C)N